CC=1N(C(=CC1)C)C1=NN2C(C=C(C(=C2)F)I)=N1 2-(2,5-dimethyl-1H-pyrrol-1-yl)-6-fluoro-7-iodo-[1,2,4]triazolo[1,5-a]-pyridine